ClCC=1N=CC2=C(N1)CN(CC2)C(=O)OC(C)(C)C Tert-Butyl 2-(chloromethyl)-6,8-dihydro-5H-pyrido[3,4-d]pyrimidine-7-carboxylate